OC1=C(C=CC=C1)C=NC1C(CCCC1)N=CC1=C(C=CC=C1)O N,N'-bis[(2-hydroxyphenyl)-methylene]-1,2-diaminocyclohexane